FC1=C(C=CC=C1)[C@@H](C)OC(=O)NC=1C(=NOC1C1=CC=C(C=N1)NC(=O)[C@@H]1[C@H](CCCC1)C(=O)O)C (1S,2S)-2-((6-(4-((((R)-1-(2-fluorophenyl)ethoxy)carbonyl)amino)-3-methylisoxazol-5-yl)pyridin-3-yl)carbamoyl)cyclohexane-1-carboxylic acid